3-chloro-2-(2-(1,3-dimethyl-1H-pyrazol-4-yl)phenyl)imidazo[1,2-a]pyridine-7-carboxylic acid ClC1=C(N=C2N1C=CC(=C2)C(=O)O)C2=C(C=CC=C2)C=2C(=NN(C2)C)C